Cl.N[C@H](C)C=1C(=C(C=NC1)C=1C=C2CCC(N(C2=CC1)C)=O)C |o1:2| 6-[5-((R or S)-1-Amino-ethyl)-4-methyl-pyridin-3-yl]-1-methyl-3,4-dihydro-1H-quinolin-2-one hydrochloride